N[C@H]1CN(CCC1)C(=O)C=1C=C2OCCN3C(=NC(C1)=C32)C=3N(C2=C(C=CC=C2C3)C)CC3CC3 (R)-(3-aminopiperidin-1-yl)(2-(1-(cyclopropylmethyl)-7-methyl-1H-indol-2-yl)-3,4-dihydro-5-oxa-1,2a-diazaacenaphthylen-7-yl)methanone